CN[C@@H](C(C)C)C(=O)O N-Methyl-Valine